(R)-6-chloro-7-cyclopropyl-3-(1-methylpiperidin-3-yl)-3H-[1,2,3]triazolo[4,5-c]pyridazine ClC1=C(C2=C(N=N1)N(N=N2)[C@H]2CN(CCC2)C)C2CC2